tert-butyl (S)-(1-cycloheptyl-2-((5-(1,4-dimethyl-1H-pyrazol-5-yl)pyrimidin-2-yl)amino)-2-oxoethyl)carbamate C1(CCCCCC1)[C@@H](C(=O)NC1=NC=C(C=N1)C1=C(C=NN1C)C)NC(OC(C)(C)C)=O